hydroxyoctadecenyl-carnitine OCCCCCCCCCCCCCCCCC=CC(O)(C[N+](C)(C)C)CC([O-])=O